COC=1C=C2C(=CC=NC2=CC1OC)OC=1C=NC(=NC1)NC(=O)C1=NN(C=C(C1=O)C1=CC=C(C=C1)F)C1CCOCC1 N-(5-((6,7-dimethoxyquinolin-4-yl)oxy)pyrimidin-2-yl)-5-(4-fluorophenyl)-4-oxo-1-(tetrahydro-2H-pyran-4-yl)-1,4-dihydropyridazine-3-carboxamide